C(CCCCCCCCCCC)OCCOCCOCCOCCO Tetraethyleneglycol monolauryl ether